N1C=CC2=CC(=CC=C12)\C(=C(/CC)\C1=CC=CC=C1)\C1=CC=C(C=C1)/C=C/C(=O)O (E)-3-(4-((E)-1-(1H-indol-5-yl)-2-phenylbut-1-en-1-yl)phenyl)acrylic acid